FC(C=1C=C(C=C(C1)C(F)(F)F)C1=NN(C=N1)/C=C(/C(=O)N)\C1=COC=C1)(F)F (E)-3-(3-(3,5-bis(trifluoromethyl)phenyl)-1H-1,2,4-triazol-1-yl)-2-(furan-3-yl)acrylamide